CN(CCNC(=O)C=1C2=C(N=C(C1)C)N(N=C2)C(C)C)C N-[2-(dimethylamino)ethyl]-6-methyl-1-(propan-2-yl)-1H-pyrazolo[3,4-b]pyridine-4-carboxamide